1-(1H-imidazole-1-carboximidoyl)piperidine N1(C=NC=C1)C(=N)N1CCCCC1